C(CCCC)C1(OC=CC1(C(=O)[O-])CCCCC)C(=O)[O-] 2,3-dipentylfurandicarboxylate